N-(2-(4-cyclopropylpiperazine-1-yl)-5-((6-((S)-3-(3-fluoro-2-methylbenzyl)isoxazolidine-2-yl)pyrimidine-4-yl)amino)-4-methoxyphenyl)acrylamide C1(CC1)N1CCN(CC1)C1=C(C=C(C(=C1)OC)NC1=NC=NC(=C1)N1OCC[C@@H]1CC1=C(C(=CC=C1)F)C)NC(C=C)=O